ClC=1C=C2C(C(=CN(C2=NC1N1CC2=NC=CC=C2C1)CC1=CC=C(C=C1)OC)C(=O)O)=O 6-chloro-7-(5,7-dihydro-6H-pyrrolo[3,4-b]pyridin-6-yl)-1-(4-meth-oxybenzyl)-4-oxo-1,4-dihydro-1,8-naphthyridine-3-carboxylic acid